FC1=C(C=CC=C1)N1CCCN(S1(=O)=O)CC(=O)NC1C2CC3CC(CC1C3)(C2)O 2-(6-(2-fluorophenyl)-1,1-dioxido-1,2,6-thiadiazinan-2-yl)-N-(5-hydroxyadamantane-2-yl)acetamide